[N+](=O)([O-])C1=CC=C(C=C1)\C=C/1\CS(C/C(/C1=O)=C/C1=CC=C(C=C1)[N+](=O)[O-])(=O)=O (3E,5E)-3,5-bis[(4-nitrophenyl)methylidene]-1,1-dioxothian-4-one